2-{3-[3-(9-phenyl-9H-carbazol-3-yl)-9H-carbazol-9-yl]phenyl}dibenzo[f,H]quinoxaline C1(=CC=CC=C1)N1C2=CC=CC=C2C=2C=C(C=CC12)C=1C=CC=2N(C3=CC=CC=C3C2C1)C=1C=C(C=CC1)C1=NC2=C3C(=C4C(=C2N=C1)C=CC=C4)C=CC=C3